3-(2-cyanocyclopropyl)-4-ethynylpyrazolo[1,5-a]pyridine-5-carboxamide C(#N)C1C(C1)C=1C=NN2C1C(=C(C=C2)C(=O)N)C#C